1-(4-{[(1R)-1-{3-[(2S)-2-cyclobutyl-1,1-difluoro-2-hydroxypropyl]-2-fluorophenyl}ethyl]amino}-2-methylpyrido[3,4-d]pyrimidin-6-yl)-1lambda5-phospholan-1-one C1(CCC1)[C@](C(F)(F)C=1C(=C(C=CC1)[C@@H](C)NC=1C2=C(N=C(N1)C)C=NC(=C2)P2(CCCC2)=O)F)(C)O